2,4-dichloro-5-formamidophenol ClC1=C(C=C(C(=C1)Cl)NC=O)O